OCCON1C(C2=CC=CC=C2C1=O)=O 2-(2-hydroxyethoxy)isoindoline-1,3-dione